((tetrahydrofuran-2-yl)methyl)-thioimidodicarbonic diamide O1C(CCC1)CNC(=S)NC(=O)N